FC=1C=C(C=C(C1)F)S(=NC(C)(CC(C)(C)C)C)NS(=O)(=O)C1=CC=C(C=C1)[N+](=O)[O-] N-(S-(3,5-Difluorophenyl)-N-(2,4,4-trimethylpentan-2-yl)sulfinimidoyl)-4-nitrobenzenesulfonamide